C1(=CC=CC=C1)SC[C@@H](CC(=O)O)NC1=C(C=C(C=C1)S(N)(=O)=O)S(=O)(=O)C(F)(F)F (R)-4-(phenylthio)-3-((4-sulfamoyl-2-((trifluoromethyl)sulfonyl)phenyl)amino)butanoic acid